COC1=CC=C(C=C1)C1=NN2C(=NC=3C=CC=C(C3C2=N1)C(F)(F)F)NC=1C(N=CC=CC1)=O (3R)-3-{[2-(4-methoxyphenyl)-10-(trifluoromethyl)[1,2,4]triazolo[1,5-c]quinazolin-5-yl]amino}azepin-2-one